ClC=1C=CC(=C(C1)[C@H]1C[C@H](C1)NC(=O)C1=NOC(=C1)[C@](C)(C=1C=NC(=C(C1)C)N1C([C@@H]2C[C@@H]2C1)=O)O)C#N N-((cis)-3-(5-chloro-2-cyanophenyl)cyclobutyl)-5-((S)-1-hydroxy-1-(5-methyl-6-((1R,5S)-2-oxo-3-azabicyclo[3.1.0]hexan-3-yl)pyridin-3-yl)ethyl)isoxazole-3-carboxamide